N-(4-cyclobutyl-1-(4-fluorobenzyl)-3-methyl-1H-pyrazol-5-yl)-2-(3,3-difluorocyclobutyl)acetamide C1(CCC1)C=1C(=NN(C1NC(CC1CC(C1)(F)F)=O)CC1=CC=C(C=C1)F)C